(E)-methyl 4-(4-(2-(2-(2-(tosyloxy)ethoxy)ethoxy)ethoxy)piperidin-1-yl)but-2-enoate S(=O)(=O)(C1=CC=C(C)C=C1)OCCOCCOCCOC1CCN(CC1)C/C=C/C(=O)OC